hexahydropyrrolo[3,4-f]isoindole-1,3,5,7-tetraone C1(NC(C2C1CC1C(NC(C1C2)=O)=O)=O)=O